(3R)-3-(4-Chlorophenyl)-2-[(5-chloropyrimidin-2-yl)methyl]-4-fluoro-6-[(1S)-1-hydroxy-1-(1-methylpiperidin-4-yl)propyl]-3-[(2R)-2-hydroxypropoxy]-2,3-dihydro-1H-isoindol-1-on ClC1=CC=C(C=C1)[C@@]1(N(C(C2=CC(=CC(=C12)F)[C@](CC)(C1CCN(CC1)C)O)=O)CC1=NC=C(C=N1)Cl)OC[C@@H](C)O